2-(3-hydroxycyclobutyl)acetic acid OC1CC(C1)CC(=O)O